9-(phenethoxymethylene)cyclododeca-1,5-diene C(CC1=CC=CC=C1)OC=C1CCC=CCCC=CCCC1